N1(N=CC=C1)CC1=CC2=C(C(=NO2)NS(=O)(=O)C2=CC(=CC=C2)Br)C(=C1)OC N-(6-((1H-Pyrazol-1-yl)methyl)-4-methoxybenzo[d]isoxazol-3-yl)-3-bromo-benzenesulfonamide